C(=C)[C@H]1C[C@H](CCC1)S(=O)(=O)N |r| racemic-cis-3-vinylcyclohexane-1-sulfonamide